2-((2-fluoro-4-(trifluoromethyl)phenyl)carbamoyl)-6-(4-((N-methyl-3-((S)-piperidin-3-yl)phenyl)sulfonamido)phenyl)cyclohexane-1-carboxylic acid FC1=C(C=CC(=C1)C(F)(F)F)NC(=O)C1C(C(CCC1)C1=CC=C(C=C1)NS(=O)(=O)C1=CC(=CC=C1)[C@H]1CN(CCC1)C)C(=O)O